N,N-dimethyl-3-(naphthalen-2-yl)propanethioamide CN(C(CCC1=CC2=CC=CC=C2C=C1)=S)C